(4-((R)-2-(5-fluoro-6-methoxypyridin-3-yl)propyl)-6-(((R)-1-hydroxy-4-methylpent-2-yl)amino)-1,3,5-triazin-2-yl)methanesulfonamide FC=1C=C(C=NC1OC)[C@@H](CC1=NC(=NC(=N1)N[C@@H](CO)CC(C)C)CS(=O)(=O)N)C